FC(C=1C=NC(=NC1)NC(C(=O)O)CC)(F)F 2-((5-(trifluoromethyl)pyrimidin-2-yl)amino)butanoic acid